[N+](=O)([O-])C1=CC=C(C=C1)SSC=1C=CC(=CC1)[N+](=O)[O-] 5,5'-dithio-bis(2-nitrobenzene)